C(C)(C)C1=C(C(=CC=C1)C(C)C)N1CN(C=C1)C1=C(C=CC=C1C(C)C)C(C)C N,N'-bis(2,6-diisopropylphenyl)imidazole